OC(C[3H])(C[3H])CCC[C@@H](C)[C@H]1CC[C@H]2[C@@H]3CC=C4C[C@@H](O)CC[C@]4(C)[C@H]3CC[C@]12C 25-hydroxy[26,27-3H]Cholesterol